(S)-N-((S)-1-phenyl-2-(pyridin-2-yl)ethyl)pyrrolidine-2-carboxamide dihydrochloride Cl.Cl.C1(=CC=CC=C1)[C@H](CC1=NC=CC=C1)NC(=O)[C@H]1NCCC1